C(C)(C)(C)OC(=O)N1C[C@H](N(CC1)C1=CC=C(C=C1)C1C(NC(CC1)=O)=O)C.NC=1C=C(C=C(C1)C([N+](=O)[O-])([N+](=O)[O-])[N+](=O)[O-])CC=1C=C(N)C=C(C1)C([N+](=O)[O-])([N+](=O)[O-])[N+](=O)[O-] 3-{[3-amino-5-(trinitromethyl)phenyl]methyl}-5-(trinitromethyl)aniline tert-butyl-(3R)-4-(4-(2,6-dioxopiperidin-3-yl)phenyl)-3-methylpiperazine-1-carboxylate